CCNC1=CC=NC=C1 4-(2-ethylamino)pyridine